OC(C[C@H](N)C(=O)O)C(=O)O γ-Hydroxy-L-glutamic acid